6-fluoro-2-(((1R,3S)-3-((6-oxo-5-(trifluoromethyl)-1,6-dihydropyridazin-4-yl)amino)cyclohexyl)methyl)-5-(5-(trifluoromethyl)pyrimidin-2-yl)isoindolin-1-one FC1=C(C=C2CN(C(C2=C1)=O)C[C@H]1C[C@H](CCC1)NC=1C=NNC(C1C(F)(F)F)=O)C1=NC=C(C=N1)C(F)(F)F